4-(5-{1-[(6,7-dimethoxy-2-methylquinazolin-4-yl)amino]-ethyl}thiophen-2-yl)-N,N-dimethylbenzamide COC=1C=C2C(=NC(=NC2=CC1OC)C)NC(C)C1=CC=C(S1)C1=CC=C(C(=O)N(C)C)C=C1